FC=1C=C(N2N=C(N=CC21)N[C@H]2[C@@H](COCC2)O)C2CCN(CC2)CC(F)(F)F (3S,4R)-4-((5-fluoro-7-(1-(2,2,2-trifluoroethyl)piperidin-4-yl)pyrrolo[2,1-f][1,2,4]triazin-2-yl)amino)tetrahydro-2H-pyran-3-ol